2-Diazo-1-{3-phenylbicyclo[1.1.1]pent-1-yl}ethanone [N+](=[N-])=CC(=O)C12CC(C1)(C2)C2=CC=CC=C2